4-isobutyl-2-(4-((3-methyl-5-oxo-5H-thiazolo[3,2-a]pyrimidin-7-yl)methyl)piperazin-1-yl)benzonitrile C(C(C)C)C1=CC(=C(C#N)C=C1)N1CCN(CC1)CC=1N=C2N(C(C1)=O)C(=CS2)C